hydroxy-methylpentylcyclohexanecarboxaldehyde OC1(C(CCCC1)(C=O)CCCCC)C